NC=1SC2=C(N1)C(=CC=C2)C2=C(C(=C(C=C2)S(=O)(=O)CC2(CC2)NC(OC(C)(C)C)=O)S(N(CC2=CC=C(C=C2)OC)CC2=CC=C(C=C2)OC)(=O)=O)C=2N=NN(N2)CC2=CC=C(C=C2)OC tert-butyl (1-(((4-(2-aminobenzo[d]thiazol-4-yl)-2-(N,N-bis(4-methoxybenzyl)sulfamoyl)-3-(2-(4-methoxybenzyl)-2H-tetrazol-5-yl)phenyl)sulfonyl)methyl)cyclopropyl)carbamate